C(C1=CC=CC=C1)OC1=C(C(=O)OCC2=CC=CC=C2)C=C(C(=C1)N(C(=O)[C@@H]1N(CC1)S(=O)(=O)C1=C(C(=C(C(=C1F)F)F)F)F)CC1=CC=C(C=C1)C1CCCCC1)F benzyl (R)-2-(benzyloxy)-4-(N-(4-cyclohexylbenzyl)-1-((perfluorophenyl)sulfonyl)-azetidine-2-carboxamido)-5-fluorobenzoate